C(=C)NC(=O)C=1OC=CC1 N-vinylfuran-2-carboxamide